2-((3-((1s,2r)-2-hydroxy-2-methylcyclobutoxy)-1-(methyl-d3)-1H-pyrazol-4-yl)amino)-7-((3r,4r)-4-methyltetrahydrofuran-3-yl)-7H-pyrrolo[2,3-d]pyrimidine-6-carbonitrile O[C@]1([C@H](CC1)OC1=NN(C=C1NC=1N=CC2=C(N1)N(C(=C2)C#N)[C@H]2COC[C@@H]2C)C([2H])([2H])[2H])C